3-Chloro-10-(2-methyl-pyridin-3-yl)-6-methyl-6,7-dihydro-spiro[dibenzo[c,e]azepine-7,1'-cyclopropan]-5-one ClC=1C=CC2=C(C(N(C3(CC3)C3=C2C=C(C=C3)C=3C(=NC=CC3)C)C)=O)C1